ClC=1C=C(C=C2C=C(N=NC12)NC(=O)NC(C)C)C=1C=NN(C1)C 1-[8-chloro-6-(1-methylpyrazol-4-yl)cinnolin-3-yl]-3-isopropyl-urea